(3R,4R)-3-[(1R)-1-[4-[[4-(3-fluoroazetidin-1-yl)-6-methyl-2-pyridyl]oxymethyl]phenyl]ethyl]-4-(hydroxymethyl)-3-methyl-pyrrolidin-2-one FC1CN(C1)C1=CC(=NC(=C1)C)OCC1=CC=C(C=C1)[C@@H](C)[C@]1(C(NC[C@@H]1CO)=O)C